2-(ethylthio)-4-(tributylstannyl)pyrimidine C(C)SC1=NC=CC(=N1)[Sn](CCCC)(CCCC)CCCC